FC=1C=C(C=C(C1)F)C=1SC=C(N1)C[C@@H]1N(CC[C@@H]1NS(=O)(=O)CC)C(=O)OC(C)(C)C Tert-Butyl cis-2-((2-(3,5-difluorophenyl)-1,3-thiazol-4-yl)methyl)-3-((ethylsulfonyl)amino)pyrrolidine-1-carboxylate